tert-butyl 4-((4-((5-cyclopropyl-1H-pyrazol-3-yl)amino)pyrimidin-2-yl)(methyl)amino)piperidine-1-carboxylate C1(CC1)C1=CC(=NN1)NC1=NC(=NC=C1)N(C1CCN(CC1)C(=O)OC(C)(C)C)C